2-chloro-4-((2-fluoro-6-methylbenzyl)amino)pyrimidin-5-carboxamide ClC1=NC=C(C(=N1)NCC1=C(C=CC=C1C)F)C(=O)N